NC(C([C@H](C[C@H]1C(NCC1)=O)NC([C@H](CC(C)C)NC(O)=O)=O)O)=O ((2S)-1-(((2S)-4-amino-3-hydroxy-4-oxo-1-((S)-2-oxopyrrolidin-3-yl)butan-2-yl)amino)-4-methyl-1-oxopentan-2-yl)carbamic acid